2-fluoro-6-((3-fluoro-3-methylazetidin-1-yl)methyl)benzonitrile FC1=C(C#N)C(=CC=C1)CN1CC(C1)(C)F